N1=CC=C(C=C1)\C=C\C1=CC=NC=C1 trans-1,2-bis(4-pyridyl)-ethylene